2,2'-bipyridine-5-boronic acid N1=C(C=CC(=C1)B(O)O)C1=NC=CC=C1